OCC(C)(C)NCCOC=1C=C2C(C3=C(C4=C(O3)C=CC=C4)C(C2=CC1)=O)(C)C 8-[2-(2-Hydroxy-1,1-dimethyl-ethylamino)-ethoxy]-6,6-dimethyl-6H-benzo[b]naphtho[2,3-d]furan-11-one